methyl-(2S)-2-(tert-butoxycarbonylamino)-3-methyl-butyric acid methyl ester COC([C@](C(C)C)(NC(=O)OC(C)(C)C)C)=O